4-fluorobenzyl-2-bromo-9-methyl-4H,6H-thieno[2,3-e][1,2,4]triazolo[3,4-c][1,4]oxazepine FC1=CC=C(CC2=C(SC=3N4C(COCC32)=NN=C4C)Br)C=C1